N5-(benzo[d][1,3]dioxol-5-yl)methyl-Biguanide Hydrochloride Cl.O1COC2=C1C=CC(=C2)CNC(NC(N)=N)=N